6-amino-2-methoxypyrimidin NC1=CC=NC(=N1)OC